(2R)-2-(chloromethyl)oxirane ClC[C@@H]1OC1